NCCN(CC(=O)O)C(CN1C(NC(C=C1)=O)=S)=O N-(2-aminoethyl)-N-(2-(4-oxo-2-thioxo-3,4-dihydropyrimidin-1(2H)-yl)acetyl)glycine